3,6-di-4-pyridinyl-1,2,4,5-tetrazine N1=CC=C(C=C1)C=1N=NC(=NN1)C1=CC=NC=C1